5-(3-(ethylsulfonyl)-6-(prop-1-yn-1-yl)pyridin-2-yl)-2-(trifluoromethyl)pyrazolo[1,5-a]pyrimidine C(C)S(=O)(=O)C=1C(=NC(=CC1)C#CC)C1=NC=2N(C=C1)N=C(C2)C(F)(F)F